NC1CC(CC1)=O 3-aminocyclopentanone